(2-fluorophenyl)-((5-(4-methoxy-3-methylphenyl)thiophen-2-yl)methyl)-5-morpholinopyrazine-2-carboxamide FC1=C(C=CC=C1)C1=C(N=C(C(=N1)C(=O)N)CC=1SC(=CC1)C1=CC(=C(C=C1)OC)C)N1CCOCC1